C(C)(=O)N[C@H](C(=O)N[C@@H](CC1=CC=C(C=C1)[N+](=O)[O-])C=1SC=C(N1)CC)CC1=CC=CC=C1 (S)-2-acetamido-N-[(S)-1-(4-ethylthiazol-2-yl)-2-(4-nitrophenyl)ethyl]-3-phenylpropionamide